FC=1C=C(C=CC1)C1=NOC(=N1)C=O [3-(3-fluorophenyl)-1,2,4-oxadiazol-5-yl]methanone